C(C)(C)(C)C=1C(=NNC1)C1=CC=CC=C1 (E)-tert-butyl-3-phenylpyrazole